The molecule is a 3-hydroxy fatty acyl-CoA(4-) obtained by deprotonation of the phosphate and diphosphate OH groups of (3R,21Z,24Z,27Z,30Z,33Z)-3-hydroxyhexatriacontapentaenoyl-CoA; major species at pH 7.3. It is a 3-hydroxy fatty acyl-CoA(4-), a (R)-3-hydroxyacyl-CoA(4-) and an 11,12-saturated fatty acyl-CoA(4-). It is a conjugate base of a (3R,21Z,24Z,27Z,30Z,33Z)-3-hydroxyhexatriacontapentaenoyl-CoA. CC/C=C\\C/C=C\\C/C=C\\C/C=C\\C/C=C\\CCCCCCCCCCCCCCCCC[C@H](CC(=O)SCCNC(=O)CCNC(=O)[C@@H](C(C)(C)COP(=O)([O-])OP(=O)([O-])OC[C@@H]1[C@H]([C@H]([C@@H](O1)N2C=NC3=C(N=CN=C32)N)O)OP(=O)([O-])[O-])O)O